ethyl (7-chloro-4-oxo-1-phenyl-1,4-dihydroquinazolin-3(2H)-yl)carbamate ClC1=CC=C2C(N(CN(C2=C1)C1=CC=CC=C1)NC(OCC)=O)=O